ClC=1C=C2C(C(=CN(C2=CC1N1[C@H](CCC1)COC1=NC=CC=C1Cl)C=1C=NC(=CC1)NS(=O)(=O)C)C(=O)O)=O 6-chloro-7-[(2R)-2-{[(3-chloropyridin-2-yl)oxy]methyl}pyrrolidin-1-yl]-1-(6-methanesulfonamidopyridin-3-yl)-4-oxo-1,4-dihydroquinoline-3-carboxylic acid